2-(2-aminoethyl)-5-chloro-N-(pyridin-2-ylmethyl)-1,3-thiazole-4-carboxamide dihydrochloride Cl.Cl.NCCC=1SC(=C(N1)C(=O)NCC1=NC=CC=C1)Cl